CC1=NC(=NO1)C1=NC=C(C=N1)OC1=CC=C(C=C1)C(C)(C)C1=CC=C(OC[C@H]2N(CC2)C(=O)OC(C)(C)C)C=C1 Tert-butyl (S)-2-((4-(2-(4-((2-(5-methyl-1,2,4-oxadiazol-3-yl)pyrimidin-5-yl) Oxy)phenyl)propan-2-yl)phenoxy)methyl)azetidine-1-carboxylate